C(C1=CC=CC=C1)N1CC2(CC1=O)CC(C(C(C2)(C)C)=O)C#N 2-benzyl-9,9-dimethyl-3,8-dioxo-2-azaspiro[4.5]decane-7-carbonitrile